C1(=CC=CC=C1)C1=NC(=NC(=C1)C1=CC=CC=C1)C=1C=C(C=C(C1)N1C2=CC=CC=C2C=2C=C(C=CC12)C1=CC=C(C=C1)C1=CC=CC=C1)N1C2=CC=CC=C2C=2C=C(C=CC12)C1=CC=C(C=C1)C1=CC=CC=C1 9,9'-(5-(4,6-diphenylpyrimidin-2-yl)-1,3-phenylene)bis(3-([1,1'-biphenyl]-4-yl)-9H-carbazole)